BrC1=C(C=CC(=C1)C)C1C(CC1)(F)F 2-bromo-1-(2,2-difluorocyclobutyl)-4-methylbenzene